tert-butyl N-methyl-N-[(1r,4r)-4-[(methylsulfanyl)methyl]cyclohexyl]carbamate CN(C(OC(C)(C)C)=O)C1CCC(CC1)CSC